ClC1=CC=C(C(=N1)C(=O)OC)F methyl 6-chloro-3-fluoro-pyridine-2-carboxylate